CC1=CC=C(C=C1)N(C(C)=O)C1=NC=CC(=C1)[N+](=O)[O-] N-(4-methylphenyl)-N-(4-nitropyridin-2-yl)acetamide